5-methoxy-N-[[(2R,5S)-3-oxo-2-(4-phenoxyphenyl)-1,4-thiazepan-5-yl]methyl]pyrimidine-2-carboxamide COC=1C=NC(=NC1)C(=O)NC[C@H]1NC([C@H](SCC1)C1=CC=C(C=C1)OC1=CC=CC=C1)=O